C=C1C2CCC2CCCC=CC1 METHYLENEBICYCLO[7.2.0]UNDEC-4-ENE